(3S)-6'-chloro-5-[[(1R,2R)-2-[(1R)-1-hydroxyallyl]cyclobutyl]methyl]spiro[2,4-dihydro-1,5-benzoxazepine-3,1'-tetralin]-7-sulfonamide ClC=1C=C2CCC[C@@]3(C2=CC1)COC1=C(N(C3)C[C@H]3[C@@H](CC3)[C@@H](C=C)O)C=C(C=C1)S(=O)(=O)N